ethyl-methyl-ketene 2-chloro-2,2-difluoroacetate ClC(C(=O)O)(F)F.C(C)C(=C=O)C